C(C)(C)(C)OCCO Ethylene glycol monot-butyl ether